methyl-methacryloyl-histidine CN([C@@H](CC1=CNC=N1)C(=O)O)C(C(=C)C)=O